[6-(3-cyclopropyl-1,2,4-triazol-1-yl)-2-azaspiro[3.3]heptan-2-yl]-[6-[(3,5-difluoro-2-pyridyl)methyl]-2-azaspiro[3.3]heptan-2-yl]methanone C1(CC1)C1=NN(C=N1)C1CC2(CN(C2)C(=O)N2CC3(C2)CC(C3)CC3=NC=C(C=C3F)F)C1